N-(1-(4-hydroxycyclohexyl)-1H-pyrazol-4-yl)-1H-indazole-3-carboxamide OC1CCC(CC1)N1N=CC(=C1)NC(=O)C1=NNC2=CC=CC=C12